C1(CCCCC1)CC=1C=CC(=NC1)C=1C(=NN(C(C1)=O)C)C(=O)N (5-(cyclohexylmethyl)pyridin-2-yl)-1-methyl-6-oxo-1,6-dihydropyridazine-3-carboxamide